FC1=C(C(=CC=C1)F)C1CC(=NO1)C=1N=C(SC1)C1CCN(CC1)C(COC1=NC(=NC(=N1)OC)OC)=O 1-(4-(4-(5-(2,6-difluorophenyl)-4,5-dihydroisoxazol-3-yl)thiazol-2-yl)piperidin-1-yl)-2-((4,6-dimethoxy-1,3,5-triazin-2-yl)oxy)ethan-1-one